8-ethynyl-7-fluoronaphthalene C(#C)C=1C(=CC=C2C=CC=CC12)F